N1N=CC2=C(C=CC=C12)CN1N=CC2=C(C1=O)N(C1=C2SC(=N1)C(C1=CC=CC=C1)=O)C 6-((1H-indazol-4-yl)methyl)-2-benzoyl-4-methyl-4H-thiazolo[5',4':4,5]pyrrolo[2,3-d]pyridazin-5(6H)-one